4-hydroperoxy-2-methoxy-phenol O(O)C1=CC(=C(C=C1)O)OC